N-(6,8-dioxo-7-(prop-2-yn-1-yl)-6,7,8,9-tetrahydro-1H-purin-2-yl)acetamide O=C1C=2N(C(NC2N=C(N1)NC(C)=O)=O)CC#C